(-)-nicotine hydrogen tartrate salt C(=O)(O)C(O)C(O)C(=O)O.N1=CC=CC(=C1)C1N(C)CCC1